C1OC=2C=C(CC(C)(C)NC)C=CC2O1 3,4-methylenedioxy-α,α,N-trimethylphenethylamine